C(CCCC)C(C=O)=CC1=CC=CC=C1 alpha-n-amyl-cinnamaldehyde